sodium hexyl-decyl alcohol C(CCCCC)C(CCCCCCCCC)O.[Na]